C[C@H](/C=C/[C@H](C)C(C)C)[C@H]1CC[C@@H]2[C@@]1(CCC3=C2[C@@H]([C@H]4[C@@]5([C@@]3(CC[C@@H](C5)O)C)O4)O)C The molecule is an ergostanoid that is (22E)-ergosta-7,22-diene substituted by hydroxy groups at positions 3 and 7 and an epoxy group across positions 5 and 6 (the 3beta,5alpha,6alpha,7alpha stereoisomer). It has been isolated from Aspergillus ochraceus as well as Penicillium commune. It has a role as an Aspergillus metabolite and a Penicillium metabolite. It is a 3beta-hydroxy steroid, an ergostanoid, a 7alpha-hydroxy steroid and an epoxy steroid.